COC1=C(N)C=CC(=C1)N1CCOCC1 2-methoxy-4-morpholinoaniline